3-N-[3-fluoro-4-[(7-methoxy-1,5-naphthyridin-4-yl)oxy]phenyl]-4-hydroxy-2,6-dimethylpyridine-3,5-dicarboxamide FC=1C=C(C=CC1OC1=CC=NC2=CC(=CN=C12)OC)NC(=O)C=1C(=NC(=C(C1O)C(=O)N)C)C